butylmethyl-bis-(2-ethoxyethoxy)silane C(CCC)[Si](OCCOCC)(OCCOCC)C